ClCOCCCCCl 1,4-dichloromethoxyl-butane